[N+](=O)([O-])[O-].[Co+2].[N+](=O)([O-])[O-] Cobalt(II) nitrate